[N+](=O)([O-])C1=C(C(O)=CC=C1)O Nitrocatechole